IC1=NNC2=CN=C(C=C21)C2=C(C=NC(=C2)OC)OCCN(C(OC(C)(C)C)=O)C tert-butyl N-[2-[[4-(3-iodo-1H-pyrazolo[3,4-c]pyridin-5-yl)-6-methoxy-3-pyridyl]oxy]ethyl]-N-methyl-carbamate